(S)-5-((4-((2-hydroxy-1-phenylethyl)amino)-5-(3,8-dioxa-1-azaspiro[4.5]dec-1-en-2-yl)pyrimidin-2-yl)amino)-3,3-dimethylisoindolin-1-one OC[C@H](C1=CC=CC=C1)NC1=NC(=NC=C1C1=NC2(CO1)CCOCC2)NC=2C=C1C(NC(C1=CC2)=O)(C)C